C12N(CC(NC1)C2)C2=CC=C(N=N2)C2=NC=C(C=C2O)C=2C=NC=1N(C2)C=C(N1)C 2-[6-(2,5-diazabicyclo[2.2.1]hept-2-yl)pyridazin-3-yl]-5-(2-methylimidazo[1,2-a]pyrimidin-6-yl)pyridin-3-ol